Pyrazolo[4,3-c]pyridazin-6(5H)-one N1=NC=C2NNC(C=C21)=O